NC1=NC2=CC(=CC=C2C=C1C)CC[C@H]1S[C@H]([C@@H]([C@@H]1O)O)N1C=CC2=C1N=CN=C2C (2R,3S,4R,5R)-2-(2-(2-Amino-3-methylchinolin-7-yl)ethyl)-5-(4-methyl-7H-pyrrolo[2,3-d]pyrimidin-7-yl)tetrahydrothiophen-3,4-diol